C(C)S(=O)(=O)C=1C=CC(=NC1)CNC(=O)C1=CC2=C(C3(OC(C2)C)CCN(CC3)C(C)C=3C=NC(=NC3)C(F)(F)F)S1 N-((5-(ethylsulfonyl)pyridin-2-yl)methyl)-5'-methyl-1-(1-(2-(trifluoromethyl)pyrimidin-5-yl)ethyl)-4',5'-dihydrospiro[piperidine-4,7'-thieno[2,3-c]pyran]-2'-carboxamide